N(=NCC(CC(C)C)(C)C)CC(CC(C)C)(C)C azobis(2,2,4-trimethylpentane)